7-isopropoxy-2-(1-methyl-2-oxabicyclo[2.1.1]hex-4-yl)-N-(1-((1R,2R)-2-methylcyclopropyl)-2-oxo-1,2-dihydropyridin-3-yl)imidazo[1,2-a]pyridine-6-carboxamide C(C)(C)OC1=CC=2N(C=C1C(=O)NC=1C(N(C=CC1)[C@H]1[C@@H](C1)C)=O)C=C(N2)C21COC(C2)(C1)C